4-(3-((2R,5R)-1-acetyl-4-((Z)-3-chloroacryloyl)-5-(methoxymethyl)piperazin-2-yl)-5-chlorophenyl)-N-methylpicolinamide C(C)(=O)N1[C@@H](CN([C@H](C1)COC)C(\C=C/Cl)=O)C=1C=C(C=C(C1)Cl)C1=CC(=NC=C1)C(=O)NC